(7-((4-(methylamino)-3-(trifluoromethyl)-1H-pyrrolo[2,3-b]pyridin-6-yl)amino)-2,3-dihydrobenzofuran-4-yl)(4-morpholinopiperidin-1-yl)methanone CNC1=C2C(=NC(=C1)NC1=CC=C(C=3CCOC31)C(=O)N3CCC(CC3)N3CCOCC3)NC=C2C(F)(F)F